2-(1-isopropyl-1H-benzo[d][1,2,3]triazol-5-yl)-4-methoxybenzo[d]oxazole C(C)(C)N1N=NC2=C1C=CC(=C2)C=2OC1=C(N2)C(=CC=C1)OC